Cl.Cl.CN1C=NC(=C1)C1(CC=2CNCC2C=C1)NC1=CC=C(C=C1)C(F)(F)F 5-(1-methyl-1H-imidazol-4-yl)-N-(4-(trifluoromethyl)phenyl)isoindolin-5-amine dihydrochloride